6-butoxymethoxy-1,3-dimethylhexylmagnesium chloride C(CCC)OCOCCCC(CC(C)[Mg]Cl)C